5-((4-((3-chlorobenzyl)amino)-5-methylpyrimidin-2-yl)amino)-benzo[c][1,2]oxaborol-1(3H)-ol ClC=1C=C(CNC2=NC(=NC=C2C)NC2=CC3=C(B(OC3)O)C=C2)C=CC1